C(C)C(COP(=O)(OCC(CCCC)CC)C(CC(=O)O)C)CCCC 3-di(2-ethylhexyloxy)phosphoryl-butyric acid